2-[5-(bromomethyl)-3-ethyl-4-iodo-pyrazol-1-yl]ethoxy-tert-butyl-dimethyl-silane BrCC1=C(C(=NN1CCO[Si](C)(C)C(C)(C)C)CC)I